tert-butyl (2S,6R)-2-(hydroxymethyl)-6-(trifluoromethyl)morpholine-4-carboxylate OC[C@@H]1CN(C[C@@H](O1)C(F)(F)F)C(=O)OC(C)(C)C